CSCCN(CCC(=C)C1=CC=CC=C1)CCSC 1-di-(methylthioethyl)amino-3-phenylbut-3-ene